2-(2-fluoro-4-(2-fluoro-4-hydroxy-3-isopropylbenzyl)-3,5-dimethylphenoxy)acetic acid FC1=C(OCC(=O)O)C=C(C(=C1C)CC1=C(C(=C(C=C1)O)C(C)C)F)C